ClC1=C(C(=O)[O-])C=C(C=N1)OC(C)C 2-chloro-5-isopropoxynicotinate